C(C1=CC=CC=C1)(=O)OS(=O)C (methylsulfinyl) benzoate